N-methylimidazole-1-carboxamide CNC(=O)N1C=NC=C1